CN(C1=C(C=CC=C1)C1=NC=C(C(=N1)NCC1=CC=C(C=C1)C=1N(C=C(N1)C(F)(F)F)C)OC)C 2-(2-(Dimethylamino)phenyl)-5-methoxy-N-(4-(1-methyl-4-(trifluoromethyl)-1H-imidazol-2-yl)benzyl)pyrimidin-4-amine